3-(2-chloro-4'-(6-oxo-5-azaspiro[3.4]octan-5-yl)-[1,1'-biphenyl]-3-yl)piperidine-2,6-dione ClC1=C(C=CC=C1C1C(NC(CC1)=O)=O)C1=CC=C(C=C1)N1C2(CCC2)CCC1=O